N2-(2-(1-(Cyclopropylsulfonyl)-1H-pyrazol-4-yl)pyrimidin-4-yl)-N4-isopropyl-5-((1-isopropyl-1H-pyrazol-4-yl)ethynyl)pyridine-2,4-diamine C1(CC1)S(=O)(=O)N1N=CC(=C1)C1=NC=CC(=N1)NC1=NC=C(C(=C1)NC(C)C)C#CC=1C=NN(C1)C(C)C